ClC1=NC=C(C(=N1)NC=1C=C(C2=C(NC(N2C)=O)C1)OCCO[C@H]1CN(C[C@H](C1)C)C(=O)OC(C)(C)C)Cl tert-butyl (3r,5s)-3-(2-((6-((2,5-dichloropyrimidin-4-yl) amino)-3-methyl-2-oxo-2,3-dihydro-1H-benzo[d]imidazol-4-yl) oxy) ethoxy)-5-methylpiperidine-1-carboxylate